(R)-5-(2-amino-1-(methylamino)ethyl)-4-methyl-isobenzofuran-1(3H)-one NC[C@H](NC)C=1C(=C2COC(C2=CC1)=O)C